FC1=CC=C2CC(C(NC2=C1)=O)O 7-fluoro-3-hydroxy-3,4-dihydroquinolin-2(1H)-one